[OH-].C(=O)(O)C[N+](CCCNC(CCCCCCCCCCC)=O)(C)C (carboxymethyl)dimethyl-3-[(1-oxododecyl)amino]propylammonium hydroxide